C1=NC2=C(C(=O)N1)N=CN2[C@H]3[C@@H]([C@@H]([C@H](O3)CSCC[C@@H](C(=O)[O-])[NH3+])O)O The molecule is zwitterionic form of S-inosyl-L-homocysteine arising from transfer of a proton from the carboxy to the amino group; major species at pH 7.3. It is a tautomer of a S-inosyl-L-homocysteine.